(6R)-6-(hydroxymethyl)-4-methylmorpholin-3-one OC[C@@H]1OCC(N(C1)C)=O